C(CCC)OCCOCCOC1=CC=C(C=N1)C=1N=C(NC(C1)=O)C=1C=C(CC(C(=O)N)(C)C)C=CC1Cl [3-(4-{6-[2-(2-butoxyethoxy)ethoxy]pyridin-3-yl}-6-oxo-1,6-dihydropyrimidin-2-yl)-4-chlorobenzyl]isobutyramide